N1N=CC(=C1)CCCNC(C1=CC(=C(C=C1)S(=O)(=O)CC1=CN=CO1)C#CC1=CC=C(C=C1)F)=O N-(3-(1H-pyrazol-4-yl)propyl)-3-((4-fluorophenyl)ethynyl)-4-((oxazol-5-ylmethyl)sulfonyl)benzamide